C(C)(=O)O[C@@H]1[C@H](OC([C@@H]1OC(C)=O)OC(C)=O)CCP(=O)(OCC)OCC [(2R,3R,4R)-4,5-diacetoxy-2-(2-diethoxyphosphorylethyl) tetrahydrofuran-3-yl] acetate